4-cyano-3-[2-fluoro-4-[3-(2-oxooxazolidin-3-yl)propoxy]phenoxy]benzohydrazide C(#N)C1=C(C=C(C(=O)NN)C=C1)OC1=C(C=C(C=C1)OCCCN1C(OCC1)=O)F